C(C(=C)C)(=O)O[SiH3] methacryloyloxysilane